(S)-3-aminopyrrolidine-1,3-dicarboxylic acid 1-(tert-butyl) ester 3-methyl ester COC(=O)[C@]1(CN(CC1)C(=O)OC(C)(C)C)N